ClC1=CC=2N(C(=C1)C=1C(=CC(=NC1)C#N)C)N=CN2 5-(7-chloro-[1,2,4]triazolo[1,5-a]pyridin-5-yl)-4-methylpyridinenitrile